(4-(methylsulfonyl)-benzeneYl)methanone 6-Chloropurinbenzyl-(1R,5S,7S)-7-(hydroxymethyl)-6-oxa-2-azabicyclo[3.2.1]octane-2-carboxylate ClC1=C2NC=NC2=NC(=N1)C1=CC=CC=C1COC(=O)N1[C@H]2[C@H](O[C@@H](CC1)C2)CO.CS(=O)(=O)C2=CC=C(C=C2)C=O